C(C)(C)(C)OC(=O)N1CCC(CC1)NC=1N=CC2=C(N1)N(C(C=C2)=O)C2C[C@H]1C[C@H]1C2 Tert-butyl-4-((8-((1R,3R,5S)-bicyclo[3.1.0]hexan-3-yl)-7-oxo-7,8-dihydropyrido[2,3-d]pyrimidin-2-yl)amino)piperidine-1-carboxylate